C(C=CCCCC)(=O)OC(C=CCCCC)=O heptenoic anhydride